(R)-2-Amino-6-(4-(4-(2-hydroxyethyl)piperazine-1-carbonyl)-2-methoxybenzyl)-4-(pentan-2-ylamino)pyrimidine NC1=NC(=CC(=N1)N[C@H](C)CCC)CC1=C(C=C(C=C1)C(=O)N1CCN(CC1)CCO)OC